4-(6-T-butoxy-2-phenyl-tetralin-1-yl)phenol C(C)(C)(C)OC=1C=C2CCC(C(C2=CC1)C1=CC=C(C=C1)O)C1=CC=CC=C1